O1C=NC=C1C(=O)N[C@@H](C)C1=CC=C(C=C1)NC(OCC1=CC=C(C=C1)Cl)=O 4-chlorobenzyl (S)-(4-(1-(oxazole-5-carboxamido)eth-yl)phenyl)carbamate